(R)-2-(6-bromopyridin-2-yl)-1-((2S,4R)-4-fluoropyrrolidin-2-yl)ethanol BrC1=CC=CC(=N1)C[C@@H](O)[C@H]1NC[C@@H](C1)F